C(CCCCC)C(=C)C=C 2-hexyl-1,3-butadiene